BrC1=NN2C(C(=C(C(=C2)F)C=2C=NN(C2)C(C)OCC)OC(C)C)=N1 2-Bromo-7-(1-(1-ethoxyethyl)-1H-pyrazol-4-yl)-6-fluoro-8-isopropoxy-[1,2,4]triazolo[1,5-a]pyridine